(S)-1-methyl-7-(piperidin-3-ylamino)-2,6-naphthyridine-3-carbonitrile CC1=NC(=CC2=CN=C(C=C12)N[C@@H]1CNCCC1)C#N